5-(2-buten-1-yl)benzothiophene C(C=CC)C=1C=CC2=C(C=CS2)C1